6-ethynyl-5-fluoro-N-((3R,4R)-3-fluoro-1-(phenylsulfonyl)piperidin-4-yl)-7-isopropylpyrrolo[2,1-f][1,2,4]triazin-2-amine C(#C)C=1C(=C2C=NC(=NN2C1C(C)C)N[C@H]1[C@@H](CN(CC1)S(=O)(=O)C1=CC=CC=C1)F)F